C(C)(C)(C)OC(=O)NCCCCCC(=O)NCC1=CC=C(C=C1)C=1SC=C(N1)C(=O)N[C@@H](CO[Si](C)(C)C(C)(C)C)C(=O)OC methyl N-(2-(4-((6-((tert-butoxycarbonyl)amino)hexanamido)methyl)phenyl)thiazole-4-carbonyl)-O-(tert-butyldimethylsilyl)-L-serinate